N-({4-[(morpholin-3-ylmethyl)amino]-3-nitrophenyl}sulfonyl)-2-(1H-pyrrolo[2,3-b]pyridin-5-yloxy)benzamide N1C(COCC1)CNC1=C(C=C(C=C1)S(=O)(=O)NC(C1=C(C=CC=C1)OC=1C=C2C(=NC1)NC=C2)=O)[N+](=O)[O-]